C1(CC1)COC1=CC=C(C=C1)CNC(N(C1CCN(CC1)C)CC1=C(C=C(C=C1)F)F)=O 3-{[4-(cyclopropylmethoxy)phenyl]methyl}-1-[(2,4-difluorophenyl)methyl]-1-(1-methylpiperidin-4-yl)urea